Ethyl 2-(6-methoxy-3-nitropyridin-2-yl)acetate COC1=CC=C(C(=N1)CC(=O)OCC)[N+](=O)[O-]